COC=1C=C(C=CC1OC)C=1NC2=CC(=C(C=C2C1C(C)C)C1CCN(CC1)CCNC)F 2-(4-(2-(3,4-dimethoxyphenyl)-6-fluoro-3-isopropyl-1H-indol-5-yl)piperidin-1-yl)-N-methylethylamine